NC(CNCC[Si](OCC)(OCC)C)C N-(2-aminopropyl)-2-aminoethyl-methyl-diethoxysilane